ClC1=CC=C(C=C1)NC(=O)N1CCN(CC1)C(=O)OC(C)(C)C tert-butyl 4-(N-(4-chlorophenyl)carbamoyl)piperazine-1-carboxylate